5,8-dihydroimidazo[1,2-b]pyridazine N=1C=CN2NC=CCC21